CN(C=1C2=C(N=CN1)NC(=C2)C2=CC=C(C=C2)[N+](=O)[O-])CC2CCOCC2 N-Methyl-6-(4-nitrophenyl)-N-((tetrahydro-2H-pyran-4-yl)methyl)-7H-pyrrolo[2,3-d]pyrimidin-4-amine